C(C1=CC=CC=C1)SC1=CN(C=2N=CN=C(C21)N)[C@@H]2O[C@@H]([C@H]([C@H]2O[Si](C)(C)C(C)(C)C)O[Si](C)(C)C(C)(C)C)CSCC=2C(=NOC2C2=CC=CC=C2)C 5-(Benzylthio)-7-((2R,3R,4R,5S)-3,4-bis((tert-Butyldimethylsilyl)oxy)-5-((((3-methyl-5-phenyl-isoxazol-4-yl)methyl)thio)methyl)tetrahydrofuran-2-yl)-7H-pyrrolo[2,3-d]pyrimidin-4-amine